5-(5-methyl[1H-pyrazol-1-yl]-1,3,4-thiadiazol-2-yl)-2-oxo-2H-pyran-6-carboxamide CC1=NN=C(S1N1N=CC=C1)C=1C=CC(OC1C(=O)N)=O